C(C)(=O)OC1=CC=CC=C1 (phenyl) acetate